CC1=C(OC(C(=O)OCC)C)C=CC(=C1)SCC=1SC(=NN1)C1=CC=C(C=C1)OC(F)(F)F ethyl 2-(2-methyl-4-(((5-(4-(trifluoromethoxy)phenyl)-1,3,4-thiadiazol-2-yl)methyl)thio)phenoxy)propanoate